Ethyl (1S,2S,3R,4S)-3-amino-5,5-difluorobicyclo[2.2.2]octane-2-carboxylate N[C@@H]1[C@H]([C@@H]2CC([C@H]1CC2)(F)F)C(=O)OCC